SC1=C(C(=O)NCC(=O)O)C=CC=N1 (2-mercaptonicotinoyl)glycine